NC1=NC=NN2C1=C(C=C2C=2C=CC(=C(C(=O)N[C@@H]1CN(C[C@@H]1F)C(C(C)(C)F)=O)C2)C)CN2CCC(CC2)C(F)(F)F 5-(4-amino-5-{[4-(trifluoromethyl)piperidin-1-yl]methyl}pyrrolo[2,1-f][1,2,4]triazin-7-yl)-N-[(3R,4S)-4-fluoro-1-(2-fluoro-2-methylpropanoyl)pyrrolidin-3-yl]-2-methylbenzamide